COC([C@H](C1CC1)N(C([C@@H](C)NC(=O)OC(C)(C)C)=O)CC1=CC=CC=C1)=O.FC1=C(N)C=CC(=C1C)N1CCN(CC1)C 2-fluoro-3-methyl-4-(4-methylpiperazin-1-yl)aniline Methyl-(S)-2-((R)-N-benzyl-2-((tert-butoxycarbonyl)amino)propanamido)-2-cyclopropylacetate